N,N'-bis(3-(dimethylamino)propyl)urea CN(CCCNC(=O)NCCCN(C)C)C